N-[[6-(pyrazolo[1,5-a]pyrimidine-2-carbonyl)-6-azaspiro[2.5]octan-2-yl]methyl]furo[2,3-c]pyridine-2-carboxamide N1=C(C=C2N1C=CC=N2)C(=O)N2CCC1(C(C1)CNC(=O)C1=CC=3C(=CN=CC3)O1)CC2